(S)-2-benzyl-5-methyl-2-vinylindoline C(C1=CC=CC=C1)[C@@]1(NC2=CC=C(C=C2C1)C)C=C